3-methyl-1,2,4-triazolate CC1(N=NC=N1)C(=O)[O-]